5-((6-((tetrahydro-2H-pyran-4-yl)oxy)imidazo[1,2-b]pyridazin-3-yl)ethynyl)nicotinamide O1CCC(CC1)OC=1C=CC=2N(N1)C(=CN2)C#CC=2C=NC=C(C(=O)N)C2